1-(2-(3-(methylsulfonyl)-4-((1-(methylsulfonyl)piperidin-4-yl)methoxy)benzyl)isoindolin-5-yl)ethan-1-one CS(=O)(=O)C=1C=C(CN2CC3=CC=C(C=C3C2)C(C)=O)C=CC1OCC1CCN(CC1)S(=O)(=O)C